Methyl 3-chloro-6-(2-chloro-4-(difluoromethyl) phenyl)picolinate ClC=1C(=NC(=CC1)C1=C(C=C(C=C1)C(F)F)Cl)C(=O)OC